2-(1-(cyanomethyl)-1H-pyrazol-4-yl)pyrazolo[5,1-b]Thiazole-7-carboxamide C(#N)CN1N=CC(=C1)C1=CN2C(S1)=C(C=N2)C(=O)N